COC(C1=C(C=C(C(=C1)O)C(C)=O)C)=O 4-acetyl-5-hydroxy-2-methylbenzoic acid methyl ester